Cl.C(C)N=C=NCCCCCN(C)C 1-ethyl-(3-dimethylaminopropyl)3-ethylcarbodiimide hydrochloride